N-(2-chlorophenyl)-3-(morpholin-4-ylmethyl)-1H-pyrrolo[2,3-b]pyridine-2-carboxamide ClC1=C(C=CC=C1)NC(=O)C1=C(C=2C(=NC=CC2)N1)CN1CCOCC1